C(C)N(S(=O)(=O)C1=CC2=CC=CC=C2C=C1)C1=C(C=CC=C1)C#CC1=CC=C(C(=O)O)C=C1 4-{2-[2-(N-ethylnaphthalene-2-sulfonamido)phenyl]ethynyl}benzoic acid